O[C@H](CNC(=O)C=1N=C(C=2OCC3COCC(N3C2N1)C)C(C)(C)S(=O)(=O)C)C (4bS,6R)-1-(1-methanesulfonyl-1-methyl-ethyl)-5-methyl-5,6,8a,9-tetrahydro-8H-7,10-dioxa-2,4,4b-triazaphenanthrene-3-carboxylic acid ((S)-2-hydroxy-propyl)-amide